ClC=1C=CC(=C(C(=O)OCC)C1)NC1=C(C=C(C=C1)F)C ethyl 5-chloro-2-((4-fluoro-2-methyl-phenyl)amino)-benzoate